ClC1=C(C=CC(=C1)Cl)[C@@H](C)OC1=CC(=NC(=C1C)C)N1CC(C1)[C@@H]1CN(CCC1)C[C@@H](CO)O (2S)-3-[(3R)-3-(1-{4-[(1R)-1-(2,4-dichlorophenyl)ethoxy]-5,6-dimethylpyridin-2-yl}azetidin-3-yl)piperidin-1-yl]propane-1,2-diol